OC(CN(CC(CCCCCCCC)O)CCCCOC(C1=CC=CC=C1)(C1=CC=CC=C1)C1=CC=CC=C1)CCCCCCCC 1-[(2-hydroxydecyl)[4-(triphenylmethoxy)butyl]amino]decan-2-ol